O1C(C1)COC1=CC=C(C=C1)C(C)O 4-(2-oxiranylmethoxy)-phenylethanol